The molecule is a thia-glucosinolic acid that is glucoerucin in which the sulfur atom of the methyl thioether group has been oxidised to the corresponding sulfoxide. It is a sulfoxide and a thia-alkylglucosinolic acid. It derives from a glucoerucin. It is a conjugate acid of a glucoraphanin(1-). CS(=O)CCCC/C(=N/OS(=O)(=O)O)/S[C@H]1[C@@H]([C@H]([C@@H]([C@H](O1)CO)O)O)O